N-[2-(2,4-dimethylphenyl)-2,2-difluoro-ethyl]-3-[3-(trifluoromethyl)phenoxy]5,6,8,9-tetrahydrooxazepino[4,5-c]Pyridazine-4-carboxamide CC1=C(C=CC(=C1)C)C(CNC(=O)C=1C2=C(N=NC1OC1=CC(=CC=C1)C(F)(F)F)CNOCC2)(F)F